bicyclo[2.2.1]hept-5-ene-2,3-dicarboxylic acid diallyl ester C(C=C)OC(=O)C1C2C=CC(C1C(=O)OCC=C)C2